COC=1C=C2C=CNC2=CC1 5-methoxy-1H-indole